ClC1=CC=C(C=C1)[C@H](C(F)(F)F)N(S(=O)(=O)C1=CN(C(C=C1F)=O)C)CC (R)-N-(1-(4-chlorophenyl)-2,2,2-trifluoroethyl)-N-ethyl-4-fluoro-1-methyl-6-oxo-1,6-dihydropyridine-3-sulfonamide